2-(4,4-difluoro-1-piperidyl)ethanamine FC1(CCN(CC1)CCN)F